N-(3-allylphenyl)-4-methoxy-3-nitrobenzamide C(C=C)C=1C=C(C=CC1)NC(C1=CC(=C(C=C1)OC)[N+](=O)[O-])=O